NC1=NC2=CC=C(C=C2C=C1C)C(=O)N(N(C1=NC=CC=N1)C)CC1=NC=C(C=C1)Br 2-amino-N-((5-bromopyridin-2-yl)methyl)-N',3-dimethyl-N'-(pyrimidin-2-yl)quinoline-6-carbohydrazide